C(CCCCCC)OC1=CC=CC=2NN=NC21 heptoxybenzotriazole